NC1=CC=C(C(=C1C(=O)N(C)C)F)C=1C(=C2C(=NC1)NC[C@]21C[C@@H](CC1)N1C(C=CC=C1)=O)Cl 6-Amino-3-((1R,3R)-4'-chloro-3-(2-oxopyridin-1(2H)-yl)-1',2'-dihydrospiro[cyclopentane-1,3'-pyrrolo[2,3-b]pyridin]-5'-yl)-2-fluoro-N,N-dimethylbenzamide